BrC=1C=C(C=CC1)CCNS(=O)(=O)C1=CC=C(C=C1)C N-(3-bromophenylethyl)-4-methylbenzenesulfonamide